C(#N)C1=CC(=NC=C1)CNCC(=O)O {[(4-cyanopyridin-2-yl)methyl]amino}acetic acid